N-(2-(7-(pentane-3-oxy)naphthalen-1-yl-3-d)ethyl)acetamide CCC(CC)OC1=CC=C2C=C(C=C(C2=C1)CCNC(C)=O)[2H]